(oxetan-3-ylamino)-2-oxo-2H-pyran O1CC(C1)NC=1C(OC=CC1)=O